2-((2S,5R)-4-(3-(dimethylamino)-2,2-dimethylpropanoyl)-5-methyl-2-phenylpiperazin-1-yl)-2-oxo-N-(1H-pyrazolo[4,3-c]pyridin-7-yl)acetamide CN(CC(C(=O)N1C[C@@H](N(C[C@H]1C)C(C(=O)NC=1C2=C(C=NC1)C=NN2)=O)C2=CC=CC=C2)(C)C)C